2-((3-(6-amino-5-chloro-2-fluoropyridin-3-yl)-6-(tert-butyl-sulfonyl)imidazo[1,2-a]pyridin-7-yl)oxy)ethan-1-ol NC1=C(C=C(C(=N1)F)C1=CN=C2N1C=C(C(=C2)OCCO)S(=O)(=O)C(C)(C)C)Cl